Cl.COC=1C=C2CCNCC2=CC1NC1=NC=C2C(=N1)N(N=C2)C2CCC(CC2)CO [4-[6-[(6-methoxy-1,2,3,4-tetrahydroisoquinolin-7-yl)amino]pyrazolo[3,4-d]pyrimidin-1-yl]cyclohexyl]methanol hydrochloride